C(C)(C)(C)C1=NC=C(C(=N1)OC1=CC=CC=C1)C(=O)N[C@H](COC)\C=C\S(=O)(=O)C (S,E)-2-(tert-butyl)-N-(1-methoxy-4-(methylsulfonyl)but-3-en-2-yl)-4-phenoxypyrimidine-5-carboxamide